{4-[4-({(1R)-1-[3-(difluoromethyl)-2-fluorophenyl]ethyl}amino)-2-methylpyrido[3,4-d]pyrimidin-6-yl]piperazin-1-yl}acetonitrile FC(C=1C(=C(C=CC1)[C@@H](C)NC=1C2=C(N=C(N1)C)C=NC(=C2)N2CCN(CC2)CC#N)F)F